tert-butyl 3-(4-(6-amino-2-fluoro-5-(1-oxo-1,2,3,4-tetrahydroisoquinolin-6-yl)pyridin-3-yl) phenyl)-2,5-dihydro-1H-pyrrole-1-carboxylate NC1=C(C=C(C(=N1)F)C1=CC=C(C=C1)C=1CN(CC1)C(=O)OC(C)(C)C)C=1C=C2CCNC(C2=CC1)=O